C(#N)C=1C=C(C=C(C1)F)[C@H]1N(OCC1)C(=O)[C@@H]1CC[C@H](CC1)CC=1C=C(C(=O)NC)C=CC1F trans-3-[[4-[(3S)-3-(3-cyano-5-fluoro-phenyl)isoxazolidine-2-carbonyl]cyclohexyl]methyl]-4-fluoro-N-methyl-benzamide